CN(S(=O)(=O)C=1C=2C=CN=CC2C=CC1)CCNCC1=CC=C(C=C1)C1=NC=CC=C1 N-Methyl-N-(2-((4-(pyridin-2-yl)benzyl)amino)ethyl)isoquinoline-5-sulfonamide